Cl.C1(CC1)N (-)-cyclopropylamine hydrochloride